CN(C/C=C/S(=O)(=O)NC(NC1=C2CCCC2=CC=2CCCC12)=O)C (E)-3-(dimethylamino)-N-((1,2,3,5,6,7-hexahydro-s-indacen-4-yl)carbamoyl)prop-1-ene-1-sulfonamide